2-(3-methoxy-4-(2-morpholino-2-oxoethoxy)benzylidene)-1-(methyl-sulfonyl)indolin-3-one COC=1C=C(C=C2N(C3=CC=CC=C3C2=O)S(=O)(=O)C)C=CC1OCC(=O)N1CCOCC1